5-(Ethoxymethoxy)-6-(tributylstannyl)nicotinonitrile C(C)OCOC=1C(=NC=C(C#N)C1)[Sn](CCCC)(CCCC)CCCC